(S)-5-(2-ethoxy-3-pyridyl)-3-methyl-1-[1-methylpropyl]-N-[(1-methylpyrazol-3-yl)methyl]pyrazolo[4,3-b]pyridin-7-amine C(C)OC1=NC=CC=C1C1=CC(=C2C(=N1)C(=NN2[C@H](CC)C)C)NCC2=NN(C=C2)C